O=C(C(C(C(=O)O)([2H])[2H])([2H])[2H])N[C@H](C(NCC1=C(C(=C(C(=C1[2H])[2H])[2H])[2H])[2H])=O)C (S)-4-oxo-4-((1-oxo-1-(((phenyl-d5)methyl)amino)propan-2-yl)amino)butanoic acid-2,2,3,3-d4